(R,Z)-N-(1-(3,6-dimethyl-2-(1-methyl-1H-pyrazol-4-yl)-4-oxo-3,4-dihydroquinazolin-8-yl)ethylidene)-2-methylpropane-2-sulfinamide CN1C(=NC2=C(C=C(C=C2C1=O)C)\C(\C)=N/[S@](=O)C(C)(C)C)C=1C=NN(C1)C